3-((3-Exo)-3-((7-((5-methyl-1H-pyrazol-3-yl)amino)imidazo[1,5-b]pyridazin-5-yl)amino)-8-azabicyclo[3.2.1]oct-8-yl)propionitrile CC1=CC(=NN1)NC1=NC(=C2N1N=CC=C2)NC2CC1CCC(C2)N1CCC#N